C(C1=CC=CC=C1)(=O)OCC(C(CC)OC(C1=CC=CC=C1)=O)CCC 2-propyl-1,3-pentanediol dibenzoate